NC1CCC(CC1)C1=NN=C(S1)C=1C(=CC(=NC1)N1C=CC=2C1=NC=C(C2)C#N)NC 1-(5-(5-((1r,4r)-4-aminocyclohexyl)-1,3,4-thiadiazol-2-yl)-4-(methylamino)pyridine-2-yl)-1H-pyrrolo[2,3-b]pyridine-5-carbonitrile